[Cu].N.N.N.N tetra-ammonia copper